4-bromo-2-chloro-1-[(E)-2-nitroethenyl]benzene BrC1=CC(=C(C=C1)\C=C\[N+](=O)[O-])Cl